C(CCCC)(=O)NC(C(=O)O)CCC=O pentanamido-5-oxopentanoic acid